C(C1=CC=CC=C1)(=O)OC(CC)CCCCNCC1=CC=CC=C1 benzylamino-3-heptyl benzoate